CC(CNCC(C)(C)C)(C)N1C=NC(=C1)N 1-(2-methyl-1-(neopentanylamino)propan-2-yl)-1H-imidazol-4-amine